Lauroyl-sarcosine sodium salt [Na+].C(CCCCCCCCCCC)(=O)N(C)CC(=O)[O-]